5-(5-(1-(dimethylglycyl)piperidin-4-yl)-3-isopropyl-1H-indol-2-yl)-1-ethyl-3-methylpyridin-2(1H)-one CN(CC(=O)N1CCC(CC1)C=1C=C2C(=C(NC2=CC1)C=1C=C(C(N(C1)CC)=O)C)C(C)C)C